BrC1=CC(=C(C=C1)NC(C)=O)OC1CC1 N-(4-bromo-2-cyclopropoxyphenyl)acetamide